O[C@H]1[C@H](N(CC1)C(CNC(C1=CC=C(C=C1)OC1=CC=CC=C1)=O)=O)C(=O)NCC1=CC=2C=NC=CC2N1 (2S,3R)-3-Hydroxy-1-[2-[(4-phenoxybenzoyl)amino]acetyl]-N-(1H-pyrrolo[3,2-c]pyridin-2-ylmethyl)pyrrolidine-2-carboxamide